(2S)-N1-(1-(2-((1R,2R,4S)-bicyclo[2.2.1]heptan-2-ylamino)-2-oxoethyl)-2-oxo-1,2-dihydropyridin-3-yl)-N6-methyl-2-(4-methyl-2-(trifluoromethyl)thiazole-5-carboxamido)-5-oxohexanediamide [C@@H]12[C@@H](C[C@@H](CC1)C2)NC(CN2C(C(=CC=C2)NC([C@H](CCC(C(=O)NC)=O)NC(=O)C2=C(N=C(S2)C(F)(F)F)C)=O)=O)=O